FC1=CC=C(C=C1)C(=C1CN(CCC1)S(=O)(=O)NC1=CC(=CC=C1)C(F)(F)F)C1=CC=C(C=C1)F 3-(bis(4-fluorophenyl)methylene)-N-(3-(trifluoromethyl)phenyl)piperidine-1-sulfonamide